6-benzyl 5-(t-butyl) (S)-5-azaspiro[2.4]heptane-5,6-dicarboxylate C1CC12CN([C@@H](C2)C(=O)OCC2=CC=CC=C2)C(=O)OC(C)(C)C